FC1=CC=C(C=C1)C=1OC(=C(N1)N1C(C2=C(C=C1)N=CN2)=O)C2=CC=CC=C2 5-(2-(4-fluorophenyl)-5-phenyloxazol-4-yl)-3H-imidazo[4,5-c]pyridin-4(5H)-one